C1=C(C=CC2=CC=CC=C12)C(=O)C1=C(C=CC=C1)N=NC1=CC=CC=C1 2-(2-naphthoyl)azobenzene